3-((4-butoxyphenyl)sulfonyl)-4-(1H-1,2,4-triazol-1-yl)-6-(trifluoromethoxy)quinoline C(CCC)OC1=CC=C(C=C1)S(=O)(=O)C=1C=NC2=CC=C(C=C2C1N1N=CN=C1)OC(F)(F)F